(6S,7S)-3-[(2R,4S,5R)-4-Hydroxy-5-(hydroxymethyl)tetrahydrofur-2-yl]-6,7-dihydroxy-6-methyl-1,3,4,5,7a-pentaaza-3,5,6,7-tetrahydro-s-indacen-8-one O[C@H]1C[C@@H](O[C@@H]1CO)N1C=NC=2C(N3[C@H]([C@](NC3=NC12)(C)O)O)=O